(S)-8-(2,2-difluorospiro[3.5]non-6-en-7-yl)-N-(1-hydroxy-3-methoxyprop-2-yl)quinoline-3-carboxamide FC1(CC2(C1)CC=C(CC2)C=2C=CC=C1C=C(C=NC21)C(=O)N[C@@H](CO)COC)F